NCC(=O)NCCF 2-amino-N-(2-fluoroethyl)acetamide